FC(C=1C=NN(C1)[C@@H]1[C@H](CC1)C=1NC(C2=C(N1)N(N=C2C#N)[C@H](C)C=2C=NC(=CC2)C(F)(F)F)=O)F 6-((1S,2S)-2-(4-(difluoromethyl)-1H-pyrazol-1-yl)cyclobutyl)-4-oxo-1-((R)-1-(6-(trifluoromethyl)pyridin-3-yl)ethyl)-4,5-dihydro-1H-pyrazolo[3,4-d]pyrimidine-3-carbonitrile